FC1=C(C=C(C=C1)C(F)(F)F)C1=NC(=C2NC=NC2=N1)NCC1=CC=C(C=C1)C=1N(C=C(N1)C(F)(F)F)C 2-(2-fluoro-5-(trifluoromethyl)phenyl)-N-(4-(1-methyl-4-(trifluoromethyl)-1H-imidazol-2-yl)benzyl)-7H-purin-6-amine